3-(3-(4-((2-chloropyridin-4-yl)methoxy)benzyl)isoxazol-5-yl)pyridin-2-amine ClC1=NC=CC(=C1)COC1=CC=C(CC2=NOC(=C2)C=2C(=NC=CC2)N)C=C1